CC=1C(OC2=CC=CC=C2C1)=O methyl-coumarine